(2R)-3,3-dicyclopropyl-N-[4-(3,5-dimethyl-1H-pyrazol-4-yl)phenyl]-2-[5-(2-isopropylpyrazol-3-yl)-4H-1,2,4-triazol-3-yl]propanamide C1(CC1)C([C@@H](C(=O)NC1=CC=C(C=C1)C=1C(=NNC1C)C)C1=NN=C(N1)C=1N(N=CC1)C(C)C)C1CC1